2-(4-bromobutoxy)tetrahydropyran BrCCCCOC1OCCCC1